FC1=CC(=C(C=C1C)\C=1\CCCC2=C(\C1\C1=CC=C(C=C1)C=C1CN(CC1)CCCF)C=CC(=C2)C(=O)O)C (Z)-8-(4-fluoro-2,5-dimethylphenyl)-9-(4-((1-(3-fluoropropyl)pyrrolidin-3-ylidene)methyl)phenyl)-6,7-dihydro-5H-benzo[7]annulene-3-carboxylic acid